COC1=CC=C(C=N1)CN1C2CN(CC1C2)C2=CC=C(C=N2)C=2C=1N(C=C(C2)OCC(=O)OCC)N=C2C1C=NN2 ethyl 2-((4-(6-(6-((6-methoxypyridin-3-yl)methyl)-3,6-diazabicyclo[3.1.1]heptan-3-yl)pyridin-3-yl)-1H-pyrazolo[3',4':3,4]pyrazolo[1,5-a]pyridin-6-yl)oxy)acetate